N-(1-(1-acetylazetidin-3-yl)ethyl)-5-(4-(trifluoromethyl)phenoxy)-2-naphthamide C(C)(=O)N1CC(C1)C(C)NC(=O)C1=CC2=CC=CC(=C2C=C1)OC1=CC=C(C=C1)C(F)(F)F